(2S)-5,5-dimethyl-2-{[(2-methyl-1-oxo-1,2,3,4-tetrahydroisoquinolin-7-yl)methyl]amino}hexanoic acid CC(CC[C@@H](C(=O)O)NCC1=CC=C2CCN(C(C2=C1)=O)C)(C)C